C(C)NN(CCN)NCC N,N-diEthylaminoethylenediamine